CC1=CN=C(S1)S(=O)(=O)Cl 5-methylthiazole-2-sulfonyl chloride